4-amino-N-(2-oxo-1-piperidyl)-N-[[5-(trifluoromethyl)-2-pyridyl]methyl]-2-(2-trimethylsilylethoxymethyl)pyrazolo[4,3-c]quinoline-8-carboxamide NC1=NC=2C=CC(=CC2C=2C1=CN(N2)COCC[Si](C)(C)C)C(=O)N(CC2=NC=C(C=C2)C(F)(F)F)N2C(CCCC2)=O